1-(2-hydroxyethyl)-5-(3-isopropyl-5-(piperidin-4-yl)-1H-indol-2-yl)-3-methylpyridin-2(1H)-one OCCN1C(C(=CC(=C1)C=1NC2=CC=C(C=C2C1C(C)C)C1CCNCC1)C)=O